tert-butyl-4-(3-(4-chloro-2-fluorophenyl)-2,3-dihydrobenzo[b][1,4]dioxin-5-yl)piperidine pyridine-1-carboxylate N1(CC=CC=C1)C(=O)O.C(C)(C)(C)N1CCC(CC1)C1=CC=CC=2OCC(OC21)C2=C(C=C(C=C2)Cl)F